(R)-3-(7-((1-ethylpiperidin-4-yl)oxy)-2-(2-methylisonicotinamido)-1H-benzo[d]imidazol-1-yl)azepane-1-carboxylic acid tert-butyl ester C(C)(C)(C)OC(=O)N1C[C@@H](CCCC1)N1C(=NC2=C1C(=CC=C2)OC2CCN(CC2)CC)NC(C2=CC(=NC=C2)C)=O